COCC1=CC=C(C=C1)C#CC(C)(C)NC(=O)NC1(CN2CCC1CC2)CCC 1-(4-(4-(methoxymethyl)phenyl)-2-methylbut-3-yn-2-yl)-3-(3-propylquinuclidin-3-yl)urea